4-chloro-1-(cis-3-isobutyramidocyclobutyl)-N-(3-methyl-5-(phenylethynyl)pyridin-2-yl)-1H-pyrazole-5-carboxamide ClC=1C=NN(C1C(=O)NC1=NC=C(C=C1C)C#CC1=CC=CC=C1)[C@@H]1C[C@@H](C1)NC(C(C)C)=O